ethyl(2-cyano-3-((3,5-dichloro-4-((4-oxo-3,4-dihydrophthalazin-1-yl)oxy)phenyl)amino)acryloyl)carbamate C(C)OC(NC(C(=CNC1=CC(=C(C(=C1)Cl)OC1=NNC(C2=CC=CC=C12)=O)Cl)C#N)=O)=O